N1=CC(=C2N1C=CC=N2)C2=CC=C1C(=N2)C(=CS1)C1=CC=NC=C1 5-(pyrazolo[1,5-a]pyrimidin-3-yl)-3-C-(pyridin-4-yl)thieno[3,2-b]pyridine